5-(6-amino-4-(furan-2-yl)-1H-pyrazolo[3,4-d]pyrimidin-1-yl)-N-hydroxypentanamide NC1=NC(=C2C(=N1)N(N=C2)CCCCC(=O)NO)C=2OC=CC2